(3,1-benzoxazin-4-on-2-yl)aniline N1=C(OC(C2=C1C=CC=C2)=O)NC2=CC=CC=C2